tert-butyl (2-(3-methyl-4-nitro-1-((2-(trimethylsilyl)ethoxy)methyl)-1H-pyrazol-5-yl)phenyl)carbamate CC1=NN(C(=C1[N+](=O)[O-])C1=C(C=CC=C1)NC(OC(C)(C)C)=O)COCC[Si](C)(C)C